FC1=CC=CC=2C(=N[C@@H](C(NC21)=O)NC(=O)C=2C(=NN1C2N=CC=C1)C=1C=NC(=CC1)C)C1=CC=CC=C1 N-[(3S)-9-fluoro-2-oxo-5-phenyl-1,3-dihydro-1,4-benzodi-azepin-3-yl]-2-(6-methylpyridin-3-yl)-pyrazolo[1,5-a]-pyrimidine-3-carboxamide